C(CCC)C(C(=S)O)OCC(=S)O butyldithiodiglycolic acid